C(CC)NC(=O)NC=1C=C(C=CC1)S(=O)(=O)NC=1C=C(C=CC1)CCC(=O)O 3-[3-({3-[(propylcarbamoyl)amino]benzene-1-sulfonyl}amino)phenyl]propanoic acid